COC1=CC=C(C=C1)C=1N=C2N(C=CN=C2)C1NC1=CC=C(C(=O)NCCN2CCOCC2)C=C1 4-[[2-(4-methoxy-phenyl)imidazo[1,2-a]pyrazin-3-yl]amino]-N-(2-morpholin-4-ylethyl)benzamide